(S)-2-hydroxy-6-((4-(2-(2-hydroxyethyl)nicotinyl)morpholin-3-yl)methoxy)benzaldehyde ethanedisulfonate C(CS(=O)(=O)O)S(=O)(=O)O.OC1=C(C=O)C(=CC=C1)OC[C@H]1N(CCOC1)CC1=C(N=CC=C1)CCO